1-(3-Bromo-2,4-difluorophenyl)-N-(3-cyanophenyl)methanesulfonamide BrC=1C(=C(C=CC1F)CS(=O)(=O)NC1=CC(=CC=C1)C#N)F